O1C2=C(C=C1C1=CC=C(C=C1)C1=CC3=C(C=C1)C=1SC4=C(C1S3)C=CC(=C4)C4=CC=C(C=C4)C4=CC3=C(O4)C=CC=C3)C=CC=C2 2,7-bis(4-(benzo[b]furan-2-yl)phenyl)[1]benzothieno[3,2-b][1]benzothiophene